4-[4-chloro-6-[2-(oxan-2-yl)pyrazol-3-yl]pyridin-2-yl]morpholine ClC1=CC(=NC(=C1)C=1N(N=CC1)C1OCCCC1)N1CCOCC1